FCCCN1C[C@H](CC1)NC=1C=NC=CC1 N-((S)-1-(3-fluoropropyl)pyrrolidin-3-yl)pyridin-3-amine